C(C)NC=1C=C(C=C2C3=C(NC12)N=CC(=C3N3N=C(C=C3)C(F)(F)F)C=3C=NC=1N(C3)N=CC1)F N-Ethyl-6-fluoro-3-pyrazolo[1,5-a]pyrimidin-6-yl-4-[3-(trifluoromethyl)pyrazol-1-yl]-9H-pyrido[2,3-b]indol-8-amine